C(C)(C)(C)OC(=O)N1CCC2(CC(C2)NC(COC2=NC(=NC(=C2)C2=C(C=CC=C2C)C)NS(=O)(=O)C=2C=C(C(=O)O)C=CC2)CC2(CC2)C(F)(F)F)CC1 3-[[4-[2-[(7-tert-butoxycarbonyl-7-azaspiro[3.5]nonan-2-yl)amino]-3-[1-(trifluoromethyl)cyclopropyl]propoxy]-6-(2,6-dimethylphenyl)pyrimidin-2-yl]sulfamoyl]benzoic acid